CN(C(CCOCCC(=O)N(CCCCCCCC)C)=O)CCCCCCCC N,N'-dimethyl-N,N'-dioctyl-4-oxaheptanediamide